5-(trifluoromethyl)piperidin-2-one FC(C1CCC(NC1)=O)(F)F